4-(8-Cyano-quinoxalin-5-yl)-piperazine-1-carboxylic acid (2-dimethylamino-ethyl)-amide CN(CCNC(=O)N1CCN(CC1)C1=C2N=CC=NC2=C(C=C1)C#N)C